tert-butyl (3R*,4S)-4-fluoro-3-hydroxypiperidine-1-carboxylate F[C@@H]1[C@@H](CN(CC1)C(=O)OC(C)(C)C)O |o1:2|